4-(cinnolinyloxy)cyclohexanone N1=NC(=CC2=CC=CC=C12)OC1CCC(CC1)=O